C1(CCCCC1)NC=1N=C(N=NC1C(=O)N)NC1=C(C=C2C(CNCC2=C1)(C)C)OC cyclohexylamino-3-((6-methoxy-4,4-dimethyl-1,2,3,4-tetrahydroisoquinolin-7-yl)amino)-1,2,4-triazine-6-carboxamide